[Na+].N(=[N+]=[N-])C=1C=C(C(=CC1)\C=C\C(=O)C1=CC=C(C=C1)N=[N+]=[N-])S(=O)(=O)[O-] 4,4'-diazidochalcone-2-sulfonic acid sodium salt